ClC1=CC=C(C=C1)NS(=O)(=O)C=1C=C(C(=O)NC2=C(C=CC(=C2)[N+](=O)[O-])OC)C=CC1 3-(N-(4-chlorophenyl)sulfamoyl)-N-(2-methoxy-5-nitrophenyl)benzamide